BrC=1N=C2C(=NC1)NC(=C(C2=O)N2C(CN(CC2)C(=O)OC(C)(C)C)C)CC tert-butyl 4-(2-bromo-6-ethyl-8-oxo-5,8-dihydropyrido[2,3-b]pyrazin-7-yl)-3-methylpiperazine-1-carboxylate